ClC1=CC2=C(N(C(NC2=O)=O)C2=C(C=CC=C2CC)CC)N=C1Cl 6,7-dichloro-1-(2,6-diethylphenyl)pyrido[2,3-d]pyrimidine-2,4(1H,3H)-dione